2-(3,5-Dichloro-4-((1-oxo-2-(3-(trifluoromethoxy)benzyl)-1,2,3,4-tetrahydroisoquinolin-6-yl)oxy)phenyl)-3,5-dioxo-2,3,4,5-tetrahydro-1,2,4-triazine-6-carboxylic acid ClC=1C=C(C=C(C1OC=1C=C2CCN(C(C2=CC1)=O)CC1=CC(=CC=C1)OC(F)(F)F)Cl)N1N=C(C(NC1=O)=O)C(=O)O